2-methyl-N-(2-methylbut-3-yn-2-yl)benzamide CC1=C(C(=O)NC(C)(C#C)C)C=CC=C1